1-butyl-2,3-dimethyl-imidazolium methylsulfate COS(=O)(=O)[O-].C(CCC)N1C(=[N+](C=C1)C)C